2-octyl glycidyl ether C(C1CO1)OC(C)CCCCCC